C(C(C)(C)C)[Mn]CC(C)(C)C Bis(neopentyl)manganese(II)